Cyclopropyl((1R,5R,7R)-7-ethynyl-3-oxa-6-azabicyclo[3.2.1]octan-6-yl)methanone C1(CC1)C(=O)N1[C@H]2COC[C@@H]([C@@H]1C#C)C2